7-bromo-N-(4-(chlorodifluoromethoxy)phenyl)-1-isopropyl-2-(((tetrahydro-2H-pyran-2-yl)oxy)methyl)indoline-5-carboxamide BrC=1C=C(C=C2CC(N(C12)C(C)C)COC1OCCCC1)C(=O)NC1=CC=C(C=C1)OC(F)(F)Cl